(1R,2R)-2-(4-(4-(1-(pentan-3-yl)-1H-pyrazol-4-yl)pyrazolo[1,5-a]pyrazin-6-yl)-1H-pyrazol-1-yl)cyclopentanol CCC(CC)N1N=CC(=C1)C=1C=2N(C=C(N1)C=1C=NN(C1)[C@H]1[C@@H](CCC1)O)N=CC2